ethyl 4-(isobutylamino)-2-(methylthio)pyrimidine-5-carboxylate C(C(C)C)NC1=NC(=NC=C1C(=O)OCC)SC